tert-butyl (3-(3-(bis(tert-butoxycarbonyl)amino)pyridin-2-yl)prop-2-yn-1-yl)(tert-butoxycarbonyl)carbamate C(C)(C)(C)OC(=O)N(C=1C(=NC=CC1)C#CCN(C(OC(C)(C)C)=O)C(=O)OC(C)(C)C)C(=O)OC(C)(C)C